(S)-2-(chloroethyl)-1-(((S)-oxetan-2-yl)methyl)-1H-Benzo[d]imidazole-6-carboxylate ClCCC1=NC2=C(N1C[C@H]1OCC1)C=C(C=C2)C(=O)[O-]